BrC1=NN(C=N1)C1=CC=C(N)C=C1 4-(3-bromo-1H-1,2,4-triazol-1-yl)aniline